(R)-N-(3-(1-((2-amino-5-(1-methyl-1H-pyrazol-4-yl)pyridin-3-yl)oxy)ethyl)phenyl)-3-(dimethylamino)-4-methylbenzamide NC1=NC=C(C=C1O[C@H](C)C=1C=C(C=CC1)NC(C1=CC(=C(C=C1)C)N(C)C)=O)C=1C=NN(C1)C